O=C1N2[C@@H](OC13CC(C3)OC3=CC(=NC=N3)C#N)CC[C@@H]2C2=NC=CN=C2 6-(((5'R,7a'S)-3'-oxo-5'-(pyrazin-2-yl)tetrahydro-3'H-spiro[cyclobutane-1,2'-pyrrolo[2,1-b]oxazol]-3-yl)oxy)pyrimidine-4-carbonitrile